(S)-2-(cyanomethyl)-4-(3-fluoro-2-(((S)-1-methylpyrrolidin-2-yl)methoxy)-1,7-Naphthyridin-4-yl)piperazine-1-carboxylate C(#N)C[C@@H]1N(CCN(C1)C1=C(C(=NC2=CN=CC=C12)OC[C@H]1N(CCC1)C)F)C(=O)[O-]